ClC1=C(C=NC2=CC=C(C=C12)Cl)C(=O)Cl 4,6-dichloroquinoline-3-carbonyl chloride